FC1=C(C(=CC=C1)F)[C@H]1N(OCC1)C1=CC(=NC=N1)NC=1C(=CC(=C(C1)NC(C=C)=O)N1C[C@H](CC1)N1CCOCC1)OC N-(5-((6-((S)-3-(2,6-difluorophenyl)isoxazolidine-2-yl)pyrimidine-4-yl)amino)-4-methoxy-2-((S)-3-morpholinopyrrolidine-1-yl)phenyl)acrylamide